CC1=C(C=NC=C1)C1=CC(=NC(=C1)C(F)(F)F)C(=O)NC1=NC(=CC=C1)C 4-Methyl-N-(6-methylpyridin-2-yl)-6'-(trifluoromethyl)-[3,4'-bipyridine]-2'-carboxamide